N-((S)-1-(4,4-difluorocyclohexyl)-2-oxo-2-((4-(((3S,5S)-2-oxo-5-(trifluoromethyl)pyrrolidin-3-yl)methyl)pyridin-2-yl)amino)ethyl)-1-methyl-1H-pyrazole-5-carboxamide FC1(CCC(CC1)[C@@H](C(NC1=NC=CC(=C1)C[C@@H]1C(N[C@@H](C1)C(F)(F)F)=O)=O)NC(=O)C1=CC=NN1C)F